Cl.CC1=NC(=C(C(=O)O)C=C1C1=CC=C(C=C1)[C@@]12CNC[C@H]2C1)N methyl-5-(4-((1r,5s)-3-azabicyclo[3.1.0]hex-1-yl)phenyl)-2-aminonicotinic acid hydrochloride